O[C@H]1C[C@H](NC1)C(=O)O (2s,4s)-4-hydroxy-L-proline